3-methylimidazolium hydrogen sulfate S(=O)(=O)(O)[O-].C[N+]1=CNC=C1